CC1=CC(=NC=C1C#N)N1N=C(C(=C1)CN1C[C@H](OCC1)C=1C(=C2COC(C2=CC1)=O)C)C (R)-4-methyl-6-(3-methyl-4-((2-(4-methyl-1-oxo-1,3-dihydro-isobenzofuran-5-yl)morpholino)methyl)-1H-pyrazol-1-yl)nicotinonitrile